NCCCN(CCCN)C N,N-bis-(aminopropyl)methylamine